C(C1CO1)C1(CCC(CC1)(CO)CO)CC1CO1 diglycidyl-(dimethylolcyclohexane)